OC=1C(=C(C=CC1)NC(=O)C1=CN=C(S1)NC(OC(C)(C)C)=O)C tert-butyl N-[5-[(3-hydroxy-2-methyl-phenyl)carbamoyl]thiazol-2-yl]carbamate